NC=1C=C(C=CC1)C1(CC(C1)C#N)CC1=NN=CN1C (1r,3r)-3-(3-aminophenyl)-3-((4-methyl-4H-1,2,4-triazol-3-yl)methyl)cyclobutane-1-carbonitrile